BrC1=C(C=CC=C1)CC(=O)N1CCC2=CC(=CC(=C12)F)C1=NC(=NC=C1)NC1=CC=NN1C 2-(2-bromophenyl)-1-(7-fluoro-5-(2-((1-methyl-1H-pyrazol-5-yl)amino)pyrimidin-4-yl)indolin-1-yl)ethan-1-one